[C@@H]12OC[C@@H](N(C1)C1CCN(CC1)C1=C(C=C(C(=C1)OC)NC1=NC=NC(=C1)N1OCC[C@@H]1C1=C(C(=CC=C1)F)Cl)NC(C=C)=O)C2 N-(2-(4-((1S,4S)-2-oxa-5-azabicyclo[2.2.1]heptane-5-yl)piperidine-1-yl)-5-((6-((R)-3-(2-chloro-3-fluorophenyl)isoxazolidine-2-yl)pyrimidine-4-yl)amino)-4-methoxyphenyl)acrylamide